FC1=CC=C(C=C1)B1OC(C(O1)(C)C)(C)C 2-(4-fluorophenyl)-4,4,5,5-tetramethyl-1,3,2-dioxaborolane